2-(tert-butyldimethylsilyl)hydroxy-4,5-dimethylbenzylamine [Si](C)(C)(C(C)(C)C)C1=C(CNO)C=C(C(=C1)C)C